ClC1=CC=C(C=C1)C1=C(NC=2C1=NC=CC2)C(=O)NC 3-(4-chlorophenyl)-N-methyl-1H-pyrrolo[3,2-b]pyridine-2-carboxamide